tert-Butyl 2-((triisopropylsilyl)ethynyl)oxazole-5-carboxylate C(C)(C)[Si](C(C)C)(C(C)C)C#CC=1OC(=CN1)C(=O)OC(C)(C)C